C1(=CC=CC=C1)NC(OC)=O methyl N-phenylcarbamate